C(C)(C)(C)C1=NN=C2N1C(N(C1=C2N=CC(=C1)N1CC(CC1)OC)CC1=CC=C(C=C1)Cl)=O 3-(tert-butyl)-6-(4-chlorobenzyl)-8-(3-methoxypyrrolidin-1-yl)pyrido[2,3-e][1,2,4]triazolo[4,3-c]pyrimidin-5(6H)-one